6-fluoro-2-methylpyrazolo[1,5-a]pyridin-5-amine FC=1C(=CC=2N(C1)N=C(C2)C)N